C(C)N1NC(C=2C1=NC(=CC2)NC2=NC=C(C(=N2)N[C@H](CO)C2=CC=CC=C2)C2=NC(=NO2)N2CCOCC2)=O (S)-1-ethyl-6-((4-((2-hydroxy-1-phenylethyl)amino)-5-(3-morpholino-1,2,4-oxadiazol-5-yl)pyrimidin-2-yl)amino)-1,2-dihydro-3H-pyrazolo[3,4-b]pyridin-3-one